Benzyl (((1R*,2R*,4R*)-1,2-dihydroxy-4-(methylsulfonyl)cyclohexyl)methyl)carbamate O[C@@]1([C@@H](C[C@@H](CC1)S(=O)(=O)C)O)CNC(OCC1=CC=CC=C1)=O |o1:1,2,4|